CC(C)(C)OC(=O)NC1C[C@H]2CC[C@@H](C1)N2 tert-butyl N-[(1R,3S,5S)-8-azabicyclo[3.2.1]octan-3-yl]carbamate